2-[(1Z)-5-fluoro-1-({3-[(4-fluorophenoxy)methyl]phenyl}methylidene)-2-methyl-1H-inden-3-yl]acetic acid FC=1C=C2C(=C(/C(/C2=CC1)=C/C1=CC(=CC=C1)COC1=CC=C(C=C1)F)C)CC(=O)O